ClC1=NN(C2=CC(=CC=C12)[C@@H]1[C@H](C1)C=1C=2N(N=C(C1)C=1C(=NC(=NC1)OC)OC)C=CN2)CC(F)(F)F 8-((1S,2S)-2-(3-chloro-1-(2,2,2-trifluoroethyl)-1H-indazol-6-yl)cyclopropyl)-6-(2,4-dimethoxypyrimidin-5-yl)imidazo[1,2-b]pyridazine